(rac)-ethyl 3-[3-(naphthalen-1-yloxy)propyl]-7-(4,4,5,5-tetramethyl-1,3,2-dioxaborolan-2-yl)-1H-indole-2-carboxylate C1(=CC=CC2=CC=CC=C12)OCCCC1=C(NC2=C(C=CC=C12)B1OC(C(O1)(C)C)(C)C)C(=O)OCC